(S)-2-(((benzyloxy)carbonyl)amino)-2-(6,6-difluorospiro[3.3]heptan-2-yl)acetic acid C(C1=CC=CC=C1)OC(=O)N[C@H](C(=O)O)C1CC2(C1)CC(C2)(F)F